NC1=NC(=NC=C1C(F)(F)F)C1=C(C=C2C(N(C=NC2=C1)CCC[C@H](COC(F)F)NC=1C=NNC(C1C(F)(F)F)=O)=O)F (R)-7-(4-amino-5-(trifluoromethyl)pyrimidin-2-yl)-3-(5-(difluoromethoxy)-4-((6-oxo-5-(trifluoromethyl)-1,6-dihydropyridazin-4-yl)amino)pentyl)-6-fluoroquinazolin-4(3H)-one